1-(3-(2-(((3S,4S)-4-fluoropyrrolidin-3-yl)amino)pyrimidin-4-yl)imidazo[1,2-a]pyrazin-6-yl)pyrrolidin-2-one F[C@@H]1[C@H](CNC1)NC1=NC=CC(=N1)C1=CN=C2N1C=C(N=C2)N2C(CCC2)=O